3-[4-(Dimethylamino)phenyl]-1-[4-(oxan-2-yloxy)phenyl]prop-2-en-1-one CN(C1=CC=C(C=C1)C=CC(=O)C1=CC=C(C=C1)OC1OCCCC1)C